4,6-Dichloro-3-(2',6'-dimethyl-[1,1'-biphenyl]-4-yl)-7-methoxy-2-methylquinoline ClC1=C(C(=NC2=CC(=C(C=C12)Cl)OC)C)C1=CC=C(C=C1)C1=C(C=CC=C1C)C